1-methyl-4-phenyl-2-nitroimidazole-glutamate N[C@@H](CCC(=O)O)C(=O)O.CN1C(=NC(=C1)C1=CC=CC=C1)[N+](=O)[O-]